N1(N=NC2=C1C=CC=C2)CC(=O)NC2=CC=C(C=C2)N2N=C(C=C2C2CC2)C(F)(F)F 2-(1H-benzo[d][1,2,3]triazol-1-yl)-N-{4-[5-cyclopropyl-3-(trifluoromethyl)-1H-pyrazol-1-yl]phenyl}acetamide